FC(S(=O)(=O)O)(F)F.FC(S(=O)(=O)O)(F)F.[Ti] titanium bis(trifluoromethanesulfonic acid)